tridecyl 3,3'-thiodipropionate S(CCC(=O)[O-])CCC(=O)OCCCCCCCCCCCCC